[N+](=O)([O-])C1=C(C=C(C=C1)C1=CC=CC=C1)C1=NN(C=C1)CC=1C=C(C#N)C=CC1 3-((3-(4-nitro-[1,1'-biphenyl]-3-yl)-1H-pyrazol-1-yl)methyl)benzonitrile